BrC=1C(=CC=C2C(=CNC12)C1=NC(=NC=C1C(F)(F)F)N[C@@H]1CNC(CC1)(C)C)C(=O)OC methyl 7-bromo-3-(2-{[(3S)-6,6-dimethylpiperidin-3-yl] amino}-5-(trifluoromethyl) pyrimidin-4-yl)-1H-indole-6-carboxylate